C[C@H]1CN(C[C@@H](N1)C)C=1C=C2C(=NN(C2=CC1)C(=O)C=1C=C(C=2N(C1)C=C(N2)C)F)OC [5-[(3S,5S)-3,5-dimethylpiperazin-1-yl]-3-methoxy-indazol-1-yl]-(8-fluoro-2-methyl-imidazo[1,2-a]pyridin-6-yl)methanone